C(C)(C)(C)C=1N=C(N(N1)C)C1=CC=C(C=C1)C(=O)N1CCN(CC1)C=1OC=2C(=NC(=CC2)C)N1 [4-(5-tert-butyl-2-methyl-1,2,4-triazol-3-yl)phenyl]-[4-(5-methyloxazolo[4,5-b]pyridin-2-yl)piperazin-1-yl]methanone